(R)-5-((((3'-chloro-2'-(2-chloro-3-((3-((((R)-2-hydroxypropyl)amino)methyl)-2-methoxyphenyl)amino)phenyl)-6-methoxy-[2,4'-bipyridin]-5-yl)methyl)amino)methyl)pyrrolidin-2-one ClC=1C(=NC=CC1C1=NC(=C(C=C1)CNC[C@H]1CCC(N1)=O)OC)C1=C(C(=CC=C1)NC1=C(C(=CC=C1)CNC[C@@H](C)O)OC)Cl